C(C1=CC=CC=C1)(=O)OCCOCCOCCOCCOCCOCCOCCOS(=O)(=O)C1=CC=C(C)C=C1 20-(tosyloxy)-3,6,9,12,15,18-hexaoxaicosyl benzoate